N-(2-cyclopropyl-4-iodo-5-methylphenyl)-3-ethyl-5-methylpyridin-2-amine C1(CC1)C1=C(C=C(C(=C1)I)C)NC1=NC=C(C=C1CC)C